Tert-butyl 3-[(1S,3R)-3-(tert-butoxycarbonylamino)cyclohexyl]-[1,2,4]triazolo[4,3-a]pyridine-7-carboxylate C(C)(C)(C)OC(=O)N[C@H]1C[C@H](CCC1)C1=NN=C2N1C=CC(=C2)C(=O)OC(C)(C)C